6-((4-chlorophenethyl)amino)nicotinohydrazide ClC1=CC=C(CCNC2=NC=C(C(=O)NN)C=C2)C=C1